C(C)(C)N1N=C(C=C1)NC(C1=C(C=CC=C1)[N+](=O)[O-])=O N-(1-isopropyl-1H-pyrazol-3-yl)-2-nitrobenzamide